FC(C1=NC(=CC(=C1)C1=NC(=C2C=C3C(=NC(=C3C=C12)C1=CC(=NC(=C1)C(F)(F)F)C(F)(F)F)C1=CC(=NC(=C1)C(F)(F)F)C(F)(F)F)C1=CC(=NC(=C1)C(F)(F)F)C(F)(F)F)C(F)(F)F)(F)F 1,3,5,7-Tetrakis(2,6-bis(trifluoromethyl)pyridin-4-yl)-2,6-diaza-s-indacene